CC([C@@H](C(=O)N1[C@@H](C[C@H](C1)O)C(=O)NC)N1N=NC(=C1)COC1=CC(=CC=C1)C)(C)C (2S,4r)-1-[(2S)-3,3-dimethyl-2-[4-[(3-methylphenoxy)methyl]triazol-1-yl]butyryl]-4-hydroxy-N-methyl-pyrrolidine-2-carboxamide